C(CCCCCCC\C=C/CCCCCCCC)(=O)OCC1OC(OC1COC(CCCCCCCCCCCCCCCC)=O)CC1CN(CCC1)C (5-((heptadecanoyloxy)methyl)-2-((1-methylpiperidin-3-yl)methyl)-1,3-dioxolan-4-yl)methyl oleate